F[C@@H]1[C@H](CNCC1)NC1=CC=CC(=N1)C1=CN=C2N1C=C(N=C2)N2C(NCC2)=O 1-(3-(6-(((3S,4S)-4-fluoropiperidin-3-yl)amino)pyridin-2-yl)imidazo[1,2-a]pyrazin-6-yl)imidazolidin-2-one